COC(=O)C1CC(C=2C(=NN(C2C1)C1CCOCC1)C1=CC(=CC=C1)OC(F)F)=O 3-(3-(difluoromethoxy)phenyl)-4-oxo-1-(tetrahydro-2H-pyran-4-yl)-4,5,6,7-tetrahydro-1H-indazole-6-carboxylic acid methyl ester